ON=C(C)C1=CNC=2C=CC=C(C12)O 3-(N-Hydroxy-C-methylcarbonimidoyl)-1H-indol-4-ol